O=C1NC(CCC1C1=C(C=C(CN2CCC(CC2)N2N=C3C(=C(C=CC3=C2)OC)NC(C2=CC(=CC=C2)C(F)(F)F)=O)C=C1)F)=O N-(2-(1-(4-(2,6-dioxopiperidin-3-yl)-3-fluorobenzyl)piperidin-4-yl)-6-methoxy-2H-indazol-7-yl)-3-(trifluoromethyl)benzamide